(R)-N-((S)-8-(3-bromo-4-cyano-1H-pyrazolo[3,4-d]pyrimidin-6-yl)-2-oxa-8-azaspiro[4.5]decan-4-yl)-2-methylpropane-2-sulfinamide BrC1=NNC2=NC(=NC(=C21)C#N)N2CCC1([C@@H](COC1)N[S@](=O)C(C)(C)C)CC2